The molecule is a purine 2',3'-dideoxyribonucleoside that is inosine in which the hydroxy groups at both the 2' and the 3' positions on the sugar moiety have been replaced by hydrogen. An antiviral drug, it is used as a medication to treat HIV/AIDS. It has a role as an antimetabolite, a HIV-1 reverse transcriptase inhibitor, an antiviral drug and an EC 2.4.2.1 (purine-nucleoside phosphorylase) inhibitor. C1C[C@@H](O[C@@H]1CO)N2C=NC3=C2N=CNC3=O